[C@@H]1(CC[C@@H](CO)O1)N1C(=S)NC(=O)C(C)=C1 deoxy-2-thiothymidine